FC(CC1=C(C2=C(C=3C=NNC3C=C2)CCC1)C1=CC=C(C=C1)N1CCC(CC1)C=O)(F)F 1-[4-[7-(2,2,2-trifluoroethyl)-3,8,9,10-tetrahydrocyclohepta[e]indazol-6-yl]phenyl]piperidine-4-carbaldehyde